L-α,β-diaminopropanoic acid N[C@H](C(=O)O)CN